2-[3-(2-chloro-6-methoxy-phenyl)sulfanylpropyl]-1,3-dioxolane ClC1=C(C(=CC=C1)OC)SCCCC1OCCO1